N-(4-{[6-(5-chloro-2-fluorophenyl)-3-[(2-hydroxy-ethyl)sulfanyl]pyridazin-4-yl]-amino}pyridin-2-yl)-3-[3-(2-fluoroethyl)-4-methylpiperazin-1-yl]cyclobutane-1-carboxamide ClC=1C=CC(=C(C1)C1=CC(=C(N=N1)SCCO)NC1=CC(=NC=C1)NC(=O)C1CC(C1)N1CC(N(CC1)C)CCF)F